4,5,6,7-tetrahydro-[1,2,3]triazolo[1,5-a]pyridine N1=NC=C2N1CCCC2